ClC=1C=C(C=CC1)/C=C/C(=O)C1=CC(=C(C=C1)OC)OC (E)-3-(3-chlorophenyl)-1-(3,4-dimethoxyphenyl)prop-2-en-1-one